tert-butyl 2-((azetidin-3-oxy) methyl)-3-methylbutyrate N1CC(C1)OCC(C(=O)OC(C)(C)C)C(C)C